ClC1=CC=C(C=C1)C=1N=CC(=NC1)N1N=CC2=CC(=C(C(=C12)F)O)F 1-(5-(4-chlorophenyl)pyrazin-2-yl)-5,7-difluoro-1H-indazol-6-ol